2-(hydroxymethylene)-5-(4-cyanophenyl)cyclohexane-1,3-dione OC=C1C(CC(CC1=O)C1=CC=C(C=C1)C#N)=O